CO[C@]1(COCC1)C1=CC(=CC(=N1)N1C=C(C=2C=NC(=CC21)NC(=O)N)C)C (S)-1-(1-(6-(3-Methoxytetrahydrofuran-3-yl)-4-methylpyridin-2-yl)-3-methyl-1H-pyrrolo[3,2-c]pyridine-6-yl)urea